C(C)(C)OC1OC=2C=C(C=CC2C=2N(N=C(C21)C(=O)O)C2=CSC=C2)OC isopropoxy-7-methoxy-1-thiophen-3-yl-1,4-dihydro-chromeno[4,3-c]pyrazole-3-carboxylic acid